Cl.ClC=1C=CC(=C(C1)N1CC(CCC1)N1N=CC(=C1C(F)(F)F)C(=O)O)C1=CC=C(C=C1)N1CCN(CC1)CC1CC1 1-[1-[5-Chloro-2-[4-[4-(cyclopropylmethyl)piperazin-1-yl]phenyl]phenyl]-3-piperidyl]-5-(trifluoromethyl)pyrazole-4-carboxylic acid hydrochloride